(R)-2-chloro-N-methyl-4,5,6,7-tetrahydrobenzothiophen-5-amine ClC=1SC2=C(C1)C[C@@H](CC2)NC